C(#N)C1=CC(=C(COC2=CC=CC(=N2)C2=CC(=C(C=C2)CC(=O)NC=2C=C(C(=O)OC)C=CC2NCC2(CC2)CF)F)C=C1)F methyl 3-(2-(4-(6-((4-cyano-2-fluorobenzyl)oxy)pyridin-2-yl)-2-fluorophenyl)acetamido)-4-(((1-(fluoromethyl)cyclopropyl)methyl)amino)benzoate